NCC(CC1=CC=CC=C1)NC(=O)C=1N=CN(C1)C1=CC(=NC=C1C)NC1=CC2=C(OC(O2)(F)F)C=C1 N-(1-amino-3-phenylpropan-2-yl)-1-(2-((2,2-difluorobenzo[d][1,3]dioxol-5-yl)amino)-5-methylpyridin-4-yl)-1H-imidazole-4-carboxamide